3-(5-(4-(3-(4-((4-((2-(4-fluorophenyl)-6-hydroxybenzo[b]thiophen-3-yl)oxy)phenoxy)methyl)piperidin-1-yl)propyl)piperazin-1-yl)-1-oxoisoindolin-2-yl)piperidine-2,6-dione FC1=CC=C(C=C1)C1=C(C2=C(S1)C=C(C=C2)O)OC2=CC=C(OCC1CCN(CC1)CCCN1CCN(CC1)C=1C=C3CN(C(C3=CC1)=O)C1C(NC(CC1)=O)=O)C=C2